C(=O)(OCC(CCCC)CC)OOC(=O)OCC(CCCC)CC bis-(2-Ethylhexyl) Peroxydicarbonate